ClC=1C=C(C=C2C=C(N=CC12)NC(=O)[C@H]1[C@H](C1)F)C1=CC(N(C=C1C)CC)=O |r| (±)-cis-N-[8-chloro-6-(1-ethyl-5-methyl-2-oxo-4-pyridyl)-3-isoquinolyl]-2-fluoro-cyclopropanecarboxamide